S(C)(=O)(=O)O.C(C(C)C)N1C(=NC=2C1=NC(=CC2)C2=C(N=C(S2)C)C2=CC=CC=C2)N 3-isobutyl-5-(2-methyl-4-phenylthiazol-5-yl)-3H-imidazo[4,5-b]pyridin-2-ylamine mesylate